Dimethyl[(2-trimethylsilylmethylallyl)cyclopentadienyl](2,3,4,5-tetramethylcyclopentadienyl)silane Isopropyl-chloroformate C(C)(C)OC(=O)Cl.C[Si](C1C(=C(C(=C1C)C)C)C)(C1(C=CC=C1)CC(=C)C[Si](C)(C)C)C